5-hydroxy-3-oxatricyclo[4.2.1.04,8]Nonane-2-one OC1C2OC(C3C2CC1C3)=O